racemic-Z-glutamic acid N[C@@H](CCC(=O)O)C(=O)O |r|